6-bromo-1-methyl-pyrazolo[4,3-b]pyridine-5-carbonitrile BrC=1C=C2C(=NC1C#N)C=NN2C